1-[tert-butyl(dimethyl)silyl]-N-[1-(4-hydroxyphenyl)-4-piperidyl]-N-methyl-indole-6-sulfonamide [Si](C)(C)(C(C)(C)C)N1C=CC2=CC=C(C=C12)S(=O)(=O)N(C)C1CCN(CC1)C1=CC=C(C=C1)O